ClC=1C=C2C=CC=NC2=C(C1)COC1=CC=CC(=N1)C1CCN(CC1)CC1=NC2=C(N1C[C@H]1OCC1)C=C(C=C2)C(=O)O (S)-2-((4-(6-((6-chloroquinolin-8-yl)methoxy)pyridin-2-yl)piperidin-1-yl)methyl)-1-(oxetan-2-ylmethyl)-1H-benzo[d]imidazole-6-carboxylic acid